indium-potassium-zinc oxide [O-2].[Zn+2].[K+].[In+3].[O-2].[O-2]